CN1C(=C(C2=CC=CC=C12)NC1=CC(=CC=C1)N1CCCC1)C(=O)N[C@@H](C)C1=CC=C(C(=O)O)C=C1 (S)-4-(1-(1-methyl-3-((3-(pyrrolidin-1-yl)phenyl)amino)-1H-indole-2-carboxamido)Ethyl)benzoic acid